O1S(OCC1)(=O)=O 1,3,2-dioxathiolane-2,2-dioxide